1-[3-[tert-butyl-(diphenyl)silyl]oxy-6-bicyclo[3.1.0]hexanyl]ethanone C(C)(C)(C)[Si](OC1CC2C(C2C1)C(C)=O)(C1=CC=CC=C1)C1=CC=CC=C1